CC1=CC=C(C=C1)N=NC12CCC(C=C1)C2 4-[(4-methylphenyl)azo]-5-norbornene